C1(CC1)NC(=O)C=1C=CC(=C2C=CN=CC12)C1=NOC(C1)(C(F)(F)F)C1=CC(=C(C=C1)F)C(F)(F)F N-cyclopropyl-5-[5-[4-fluoro-3-(trifluoromethyl)phenyl]-4,5-dihydro-5-(trifluoromethyl)-3-isoxazolyl]-8-isoquinoline-carboxamide